ClC=1C(=C2C=NNC2=CC1)C=1C(=NN(C1C)C1CC2(CNC2C)C1)N1CCN(CC1)C(C)=O 1-(4-(4-(5-Chloro-1H-indazol-4-yl)-5-methyl-1-(1-methyl-2-azaspiro[3.3]heptan-6-yl)-1H-pyrazol-3-yl)piperazin-1-yl)ethan-1-one